CC1(CN(C1)C(=O)OC(C)(C)C)OC1=CC=C(C=C1)[N+](=O)[O-] tert-butyl 3-methyl-3-(4-nitrophenoxy)azetidine-1-carboxylate